BrC1=CC(=C(C=C1OC)OC)Br 1,3-dibromo-4,6-dimethoxybenzene